tert-Butyl (2R,5S)-2-(hydroxymethyl)-5-((2-oxo-1,2,3,4-tetrahydroquinolin-7-yl)oxy)piperidine-1-carboxylate OC[C@@H]1N(C[C@H](CC1)OC1=CC=C2CCC(NC2=C1)=O)C(=O)OC(C)(C)C